9-(1-((6-chloro-2-fluoropyridin-3-yl)amino)ethyl)-3-ethyl-4,7-dimethyl-3,4-dihydro-5H-pyrazolo[3,4-c]isoquinolin-5-one ClC1=CC=C(C(=N1)F)NC(C)C=1C=2C3=C(N(C(C2C=C(C1)C)=O)C)N(N=C3)CC